ClC1=CC2=C(C3=CC=CC=C3C=C2C=C1)OCC(CCCC)CC 2-chloro-9-(2-ethylhexyl-oxy)anthracene